3-(4-(1H-pyrazol-4-yl)phenyl)-1-(2,4-difluorobenzyl)-8-oxa-1,3-diazaspiro[4.5]decan-2-one N1N=CC(=C1)C1=CC=C(C=C1)N1C(N(C2(C1)CCOCC2)CC2=C(C=C(C=C2)F)F)=O